C(C)(=O)OC1(CCC(CC1)C(C)C)CCC1OCCO1 1-(2-(1,3-dioxolan-2-yl) ethyl)-4-isopropylcyclohexyl acetate